dicarbonous acid C(O)OCO